((R)-8-((4-methyl-3,4-dihydro-2H-benzo[b][1,4]oxazin-6-yl)sulfonyl)-1-oxa-8-azaspiro[4.5]dec-3-yl)carbamic acid tert-butyl ester C(C)(C)(C)OC(N[C@H]1COC2(C1)CCN(CC2)S(=O)(=O)C2=CC1=C(OCCN1C)C=C2)=O